N1(CCNCC1)C(=O)[O-] piperazinecarboxylate